Benzyl (1-hydroxy-3,3-dimethyl-1,3-dihydrobenzo[c][1,2]oxaborole-6-carbonyl)-L-valinate OB1OC(C2=C1C=C(C=C2)C(=O)N[C@@H](C(C)C)C(=O)OCC2=CC=CC=C2)(C)C